3-(6-(4-(2-fluoroethyl)piperazin-1-yl)pyrimidin-4-yl)-5-(1-methylcyclopropoxy)-1H-indazole FCCN1CCN(CC1)C1=CC(=NC=N1)C1=NNC2=CC=C(C=C12)OC1(CC1)C